ethyl 8-[amino(1,3-benzothiazol-2-yl)amino]octanoate NN(CCCCCCCC(=O)OCC)C=1SC2=C(N1)C=CC=C2